C(CCCCC)OCCCCCCCCCCC[SiH3] (hex-1-yloxy)undec-1-yl-silane